1-(4-(2,4-dichlorophenyl)-5-(isopropylthio)thiazol-2-yl)-4-(3-fluorophenyl)-3-methyl-1H-pyrazole-5-carboxylic acid ClC1=C(C=CC(=C1)Cl)C=1N=C(SC1SC(C)C)N1N=C(C(=C1C(=O)O)C1=CC(=CC=C1)F)C